4-fluoro-N-(2-amino-ethyl)benzamide FC1=CC=C(C(=O)NCCN)C=C1